C(C1=CC=CC=C1)OC(=O)N[C@@H](C(=O)OCC1=CC=CC=C1)CNC(C1=CC(=CC(=C1)F)C=1C(=NC=CC1C)CC)=O (R)-benzyl 2-(((benzyloxy)carbonyl)amino)-3-(3-(2-ethyl-4-methylpyridin-3-yl)-5-fluorobenzamido)propanoate